C1(CCC1)N(C1=C(C(=NC=N1)NC[C@@H]1[C@H](CN(CC1)CC(=O)N)O)F)CC=1C=NC(=CC1)C(F)(F)F ((3R,4R)-4-(((6-(cyclobutyl((6-(trifluoromethyl)pyridin-3-yl)methyl)amino)-5-fluoropyrimidin-4-yl)amino)methyl)-3-hydroxypiperidin-1-yl)acetamide